O1CC(C1)OC(=O)OC(C)OC(=O)[C@H]1[C@@H](N(C[C@@H]1C1=CC2=C(OCO2)C=C1)CC(=O)N(CCCC)CCCC)C1=CC=C(C=C1)OC 1-((((oxetane-3-yl)oxy)carbonyl)oxy)ethyl-(2R,3R,4S)-4-(benzo[d][1,3]dioxolane-5-yl)-1-[2-(dibutylamino)-2-oxoethyl]-2-(4-methoxyphenyl)pyrrolidine-3-carboxylate